(Z)-3-((3-Butyl-2-(4-methoxybenzyl)-7-(methylthio)-1,1-dioxido-5-phenyl-2,3,4,5-tetrahydro-1,2,5-benzothiadiazepin-8-yl)oxy)-2-fluoroacrylic acid C(CCC)C1N(S(C2=C(N(C1)C1=CC=CC=C1)C=C(C(=C2)O\C=C(\C(=O)O)/F)SC)(=O)=O)CC2=CC=C(C=C2)OC